BrOBr.[P+5] phosphorus (V) bromooxide